N-(2-(4-(7-Bromo-3-isopropyl-4-oxo-3,4-dihydroimidazo[2,1-f][1,2,4]triazin-2-yl)-1H-pyrazol-1-yl)ethyl)acetamide BrC1=CN=C2C(N(C(=NN21)C=2C=NN(C2)CCNC(C)=O)C(C)C)=O